FC1=CC=C(C=C1)C1=CC(=NC2=CC=CC=C12)C(C(C(C(F)(F)F)(F)F)(F)F)(F)F 4-(4-fluorophenyl)-2-(perfluorobutyl)quinoline